C(C)(=O)NC1=NC=CC(=C1)C1=C(N=C(N1COCC[Si](C)(C)C)SC)C=1C=C(C=CC1)NC(C1=C(C=C(C=C1F)F)F)=O N-(3-(5-(2-acetamidopyridin-4-yl)-2-(methylthio)-1-((2-(trimethylsilyl)ethoxy)methyl)-1H-imidazol-4-yl)phenyl)-2,4,6-trifluorobenzamide